2-(2-tert-butoxy-2-oxo-ethyl)indan-2-carboxylic acid C(C)(C)(C)OC(CC1(CC2=CC=CC=C2C1)C(=O)O)=O